3-(chlorodifluoromethyl)-6-(6-(1-cyclopropyl-2,2,2-trifluoroethoxy)pyridin-3-yl)-[1,2,4]triazolo[4,3-a]pyrazine ClC(C1=NN=C2N1C=C(N=C2)C=2C=NC(=CC2)OC(C(F)(F)F)C2CC2)(F)F